C(C)(C)(C)P(C1=C(C=CC=C1)C1=C(C=CC=C1)P(C(C)(C)C)C(C)(C)C)C(C)(C)C 2,2'-bis(di-t-butylphosphino)biphenyl